Lithium undecanoate C(CCCCCCCCCC)(=O)[O-].[Li+]